NC(CN1N=CC(=C1)C1=C(NC2=C(C=CC=C12)[C@H](C)N1C(OC2(CC(C2)CN)C1)=O)C(=O)O)=O 3-(1-(2-amino-2-oxoethyl)-1H-pyrazol-4-yl)-7-((S)-1-((2S,4r)-2-(aminomethyl)-6-oxo-5-oxa-7-azaspiro[3.4]oct-7-yl)ethyl)-1H-indole-2-carboxylic acid